(2,2'-dichloro-3'-(5-formyl-4-methoxypyrimidin-2-yl)-[1,1'-biphenyl]-3-yl)-1,3-dimethyl-2,4-dioxo-1,2,3,4-tetrahydropyrimidine-5-carboxamide ClC1=C(C=CC=C1C1=C(C(N(C(N1C)=O)C)=O)C(=O)N)C1=C(C(=CC=C1)C1=NC=C(C(=N1)OC)C=O)Cl